CC=1C=C(C=C(C1)C)C1=NN=C(S1)[C@H](C)N1C(OC2=C(C1=O)N=CC=C2OC)=O (S)-3-(1-(5-(3,5-dimethylphenyl)-1,3,4-thiadiazol-2-yl)ethyl)-8-methoxy-2H-pyrido[2,3-e][1,3]oxazine-2,4(3H)-dione